2-(1-(4-(5-chloro-2-(1H-tetrazol-1-yl)phenyl)-5-fluoro-2-oxopyridinium-1(2H)-yl)-2-phenylethyl)-N-(N,N-dimethylsulfamoyl)-1H-benzo[d]imidazole-5-carboxamide ClC=1C=CC(=C(C1)C1=CC([NH+](C=C1F)C(CC1=CC=CC=C1)C1=NC2=C(N1)C=CC(=C2)C(=O)NS(N(C)C)(=O)=O)=O)N2N=NN=C2